IC1=CC=C(C=C1)C=1OCC(N1)C(=O)OC Methyl 2-(4-iodophenyl)-4,5-dihydrooxazole-4-carboxylate